[Co].IC=1C(=C(C(=NC1C=1OC=C(N1)C(C)C)C=1OC=C(N1)C(C)C)I)C(=O)OC diiodo[2,6-bis[4-(S)-isopropyl-2-oxazolyl]-4-methoxycarbonylpyridine] cobalt